NC1=C(C(=O)NC2=CN=CC3=CC=C(C=C23)C(=O)OC)C=C(C=C1)C(F)(F)F methyl 4-(2-amino-5-(trifluoromethyl)benzamido)isoquinoline-6-carboxylate